ClC1([C@H]([C@@H]1C1=CC(=C(C(=C1)Cl)F)Cl)C(=O)O)Cl trans-2,2-Dichloro-3-(3,5-dichloro-4-fluorophenyl)cyclopropane-1-carboxylic acid